4-methyl-5-[3-methyl-7-[[5-[rac-(3R,4R)-3-fluoro-4-methoxypyrrolidine-1-carbonyl]pyridin-2-yl]amino]imidazo[4,5-b]pyridin-5-yl]oxypyridine-2-carbonitrile CC1=CC(=NC=C1OC1=CC(=C2C(=N1)N(C=N2)C)NC2=NC=C(C=C2)C(=O)N2C[C@H]([C@@H](C2)OC)F)C#N |r|